FC1=C(OC2=CC=NC3=CC(=C(C=C23)CC(=O)O)OC)C=CC(=C1)[N+](=O)[O-] 2-(4-(2-fluoro-4-nitrophenoxy)-7-methoxyquinolin-6-yl)acetic acid